C(C(=C)C)(=O)OC(COC1=CC=C(C(=O)C2=CC=CC=C2)C=C1)CC 4-[2-(methacryloyloxy)butoxy]benzophenone